4-amino-3-chloro-6-(2,3-difluoro-4-iodophenyl)-pyridine-2-carboxylic acid methyl ester COC(=O)C1=NC(=CC(=C1Cl)N)C1=C(C(=C(C=C1)I)F)F